(R,Z)-1-ethyl-3-(1-(2-fluoro-5-((3-oxoisobenzofuran-1(3H)-ylidene)methyl)benzoyl)pyrrolidin-3-yl)imidazolidine-2,4-dione C(C)N1C(N(C(C1)=O)[C@H]1CN(CC1)C(C1=C(C=CC(=C1)\C=C\1/OC(C2=CC=CC=C12)=O)F)=O)=O